NC1=NC=C(C2=CC=CC=C12)C=1C=C(C=CC1)C=CC(=O)NC1=CC(=C(C=C1)C)C(F)(F)F 3-(3-(1-aminoisoquinolin-4-yl)phenyl)-N-(4-methyl-3-(trifluoromethyl)phenyl)acrylamide